3-cyclohexylmethylisobutylamine C1CC(CCC1)CNCC(C)C